(E)-N-hydroxy-3-(2-((4-(pyridin-2-yl)benzyl)amino)phenyl)acrylamide ONC(\C=C\C1=C(C=CC=C1)NCC1=CC=C(C=C1)C1=NC=CC=C1)=O